3-[4-[2-[1H-benzimidazol-2-yl-[5-fluoro-2-(methoxymethoxy)-phenyl]methyl]-3-oxo-isoindolin-5-yl]phenyl]azetidine-1-carboxylic acid tert-butyl ester C(C)(C)(C)OC(=O)N1CC(C1)C1=CC=C(C=C1)C=1C=C2C(N(CC2=CC1)C(C1=C(C=CC(=C1)F)OCOC)C1=NC2=C(N1)C=CC=C2)=O